isopropyl trans-N-[4-[5-[2-(ethylsulfamoyl)-4-[(6-oxo-1H-pyridazin-3-yl)amino]phenyl]thiazol-2-yl]cyclohexyl]carbamate C(C)NS(=O)(=O)C1=C(C=CC(=C1)NC1=NNC(C=C1)=O)C1=CN=C(S1)[C@@H]1CC[C@H](CC1)NC(OC(C)C)=O